NC1=C(N=CN1C(NC)=O)C(=O)N 5-amino-1-(N-methyl-carbamoyl)imidazole-4-carboxamide